IC1=CC2=C(C(=NO2)OCC2=CC=C(C=C2)OC)C=C1 6-iodo-3-((4-methoxybenzyl)oxy)benzo[d]isoxazole